C(C)(C)(C)OC(=O)N[C@@H](CC(=O)OC(C)(C)C)C(=O)N1CCN(CC1)C1=NC(=NC(=C1)NC=1SC(=CN1)C(NC1=C(C=CC=C1C)Cl)=O)C tert-butyl (S)-3-((tert-Butoxycarbonyl) amino)-4-(4-(6-((5-((2-chloro-6-methylphenyl) carbamoyl) thiazol-2-yl) amino)-2-methylpyrimidin-4-yl) piperazin-1-yl)-4-oxobutanoate